CC1=CC=C(C=C1)S(=O)(=O)OCC1OCC(CO1)(C)C (5,5-dimethyl-1,3-dioxan-2-yl)methyl 4-methylbenzenesulfonate